7-chloro-6-fluorobenzo[d]isothiazol-3(2H)one-1,1-dioxide ClC1=C(C=CC=2C(NS(C21)(=O)=O)=O)F